[F].N[C@@H](C)C(=O)O alanine fluorine